5-(8-chloroisoquinolin-3-ylamino)-3-((R)-1-(dimethylamino)propan-2-yloxy)pyrazine-2-carbonitrile ClC=1C=CC=C2C=C(N=CC12)NC=1N=C(C(=NC1)C#N)O[C@@H](CN(C)C)C